NC=1N=CC=NC1N 5,6-diaminopyrazin